C(C)(=O)OCC(=O)N(CCCN1C(C2=CC=CC=C2C1=O)=O)[C@H](C(C)(C)C)C=1N(C=C(C1)C1=C(C=CC(=C1)F)F)CC1=CC=CC=C1 2-({(1R)-1-[1-benzyl-4-(2,5-difluorophenyl)-1H-pyrrol-2-yl]-2,2-dimethylpropyl} [3-(1,3-dioxo-1,3-dihydro-2H-isoindol-2-yl)propyl]amino)-2-oxoethyl acetate